hydroxyl-(p-hydroxyphenylethanol) OC(C)(O)C1=CC=C(C=C1)O